1-(6-(4-isopropylpiperazine-1-carbonyl)spiro[3.3]hept-2-yl)-3-(4-methoxybenzyl)urea C(C)(C)N1CCN(CC1)C(=O)C1CC2(CC(C2)NC(=O)NCC2=CC=C(C=C2)OC)C1